(R)-2,2-difluoro-3-(4-fluorophenyl)-3-hydroxypropionamide FC(C(=O)N)([C@H](O)C1=CC=C(C=C1)F)F